1,8-Diimidazolyl-3,6-di-tert-butylcarbazole N1C(=NC=C1)C1=CC(=CC=2C3=CC(=CC(=C3NC12)C=1NC=CN1)C(C)(C)C)C(C)(C)C